4-amino-6-methyl-3,9-dihydro-2H-furo[3,2-H]quinolin-8-one NC1=CC=2C(=CC(NC2C2=C1CCO2)=O)C